C(C)N(C1=CC=C(S1)\C=C\1/C(=NOC1=O)C1=CC=CC=C1)CC (E)-4-((5-(diethylamino)thiophen-2-yl)methylene)-3-phenylisoxazol-5(4H)-one